C(C)(C)(C)OC(=O)N1CCC(CC1)(N(CC1=C(C=C(C=C1)C(F)(F)F)C=1SC=CN1)C)C 4-methyl-4-(methyl-(2-(thiazol-2-yl)-4-(trifluoromethyl)benzyl)amino)piperidine-1-carboxylic acid tert-butyl ester